(S)-3-butyl-1-(4-iodophenyl)-6-methoxy-3,4-dihydroisoquinoline C(CCC)[C@@H]1N=C(C2=CC=C(C=C2C1)OC)C1=CC=C(C=C1)I